[4-(6-Aminopyridazin-3-yl)-piperidin-1-yl]-(4'-methoxy-biphenyl-4-yl)-methanon NC1=CC=C(N=N1)C1CCN(CC1)C(=O)C1=CC=C(C=C1)C1=CC=C(C=C1)OC